rac-(7R,8R)-2-(3-(benzyloxy)propyl)-2-azaspiro[4.4]nonane-7,8-diyl bis(2-heptylnonanoate) C(CCCCCC)C(C(=O)O[C@@H]1CC2(CCN(C2)CCCOCC2=CC=CC=C2)C[C@H]1OC(C(CCCCCCC)CCCCCCC)=O)CCCCCCC |r|